(S)-1-(oxetan-2-ylmethyl)-4-(trifluoromethyl)-1H-imidazole-5-carbonitrile O1[C@@H](CC1)CN1C=NC(=C1C#N)C(F)(F)F